CC(=CCC/C(=C\\COP(=O)([O-])OP(=O)([O-])[O-])/C)C The molecule is an organophosphate oxoanion that is the trianion of neryl diphosphate, arising from deprotonation of the diphosphate OH groups; major species at pH 7.3. It is a conjugate base of a neryl diphosphate.